(S)-2-((S)-2-(((benzyloxy)carbonyl)amino)-4-(tert-butoxy)-4-oxobutanoylamino)-4-phenylbutanoic acid C(C1=CC=CC=C1)OC(=O)N[C@H](C(=O)N[C@H](C(=O)O)CCC1=CC=CC=C1)CC(=O)OC(C)(C)C